C(C)(C)(C)OC(=O)NC(COC=1C=C(C(=O)OC)C=C(C1Cl)[N+](=O)[O-])CC=CC Methyl 3-((2-((tert-butoxycarbonyl)amino)hex-4-en-1-yl)oxy)-4-chloro-5-nitrobenzoate